CC1(OC2=C(C1)C=C(C(=C2)N2CCN(CC2)CC2=CN=CN2C)NC(=O)C=2C=NN1C2N=CC=C1)C N-(2,2-dimethyl-6-(4-((1-methyl-1H-imidazol-5-yl)methyl)piperazin-1-yl)-2,3-dihydrobenzofuran-5-yl)pyrazolo[1,5-a]pyrimidine-3-carboxamide